Br.S1C2=C(C=C1)C(=CC=C2)N2CC1CN(CC1C2)C 2-(benzo[b]thiophen-4-yl)-5-methyloctahydropyrrolo[3,4-c]pyrrole hydrobromide